C[Si](C)(C)C#CC=1CCNCC1 4-((Trimethylsilyl)ethynyl)-1,2,3,6-tetrahydropyridine